but-2-ene-1,4-diyl dipropionate C(CC)(=O)OCC=CCOC(CC)=O